C(C)C=1N=CSC1NC(=O)C=1C(=CC=2N(C1)C=C(N2)C21COC(CC2)(C1)C)OC(C)C N-(4-ethylthiazol-5-yl)-7-isopropoxy-2-(1-methyl-2-oxabicyclo[2.2.1]heptan-4-yl)imidazo[1,2-a]pyridine-6-carboxamide